3-(5-(((1S,2R)-2-(3-(1-(2-cyclopropylacetyl)piperidin-4-yl)azetidin-1-yl)-3,3-difluorocyclohexyl)oxy)-1-oxoisoindolin-2-yl)-piperidine-2,6-dione C1(CC1)CC(=O)N1CCC(CC1)C1CN(C1)[C@@H]1[C@H](CCCC1(F)F)OC=1C=C2CN(C(C2=CC1)=O)C1C(NC(CC1)=O)=O